2,2-bis[3-(4-hydroxy-3-methylbenzyl)-4-hydroxy-5-methylphenyl]propane OC1=C(C=C(CC=2C=C(C=C(C2O)C)C(C)(C)C2=CC(=C(C(=C2)C)O)CC2=CC(=C(C=C2)O)C)C=C1)C